3-[4-fluoro-1-oxo-5-[4-[(1R,3R)-3-(4-piperidyloxy)cyclopentoxy]-1-piperidyl]isoindolin-2-yl]piperidine-2,6-dione FC1=C2CN(C(C2=CC=C1N1CCC(CC1)O[C@H]1C[C@@H](CC1)OC1CCNCC1)=O)C1C(NC(CC1)=O)=O